C[C@@H](CO)CCNCCCC1=CC=CC=C1 (2R)-2-methyl-4-[(3-phenylpropyl)amino]butan-1-ol